CC1=NC=2C(=NC(=CC2)C=2C=CN3N=C(N=CC32)N[C@@H]3C[C@@H](C3)NC)N1C cis-N1-(5-(2,3-dimethyl-3H-imidazo[4,5-b]pyridin-5-yl)pyrrolo[2,1-f][1,2,4]triazin-2-yl)-N3-methylcyclobutane-1,3-diamine